C(C1=CC=CC=C1)C1=NCC=C(C1)C1=C(C=C(C=C1)C(=O)OC)OCC1COC1 Benzyl-4-(4-(methoxycarbonyl)-2-(oxetan-3-ylmethoxy)phenyl)-3,6-dihydropyridine